2-chloro-5-((2-(nitromethylene)imidazoline-1-yl)methyl)pyridine ClC1=NC=C(C=C1)CN1C(NCC1)=C[N+](=O)[O-]